C(C=C)\C(=C(/C(=O)[O-])\CC=C)\C(=O)[O-] Diallyl-fumarat